C(C)(C)N(P(OCCC#N)O[C@@H]1[C@H](O[C@H]([C@@H]1OC)N1C=2N=CNC(C2N=C1)=O)\C=C\P(=O)(OCC)OCC)C(C)C 2-cyanoethyl ((2R,3R,4R,5R)-2-((E)-2-(diethoxyphosphoryl) vinyl)-4-methoxy-5-(6-oxo-1,6-dihydro-9H-purin-9-yl) tetrahydrofuran-3-yl) diisopropylphosphoramidite